C(C)O[SiH](OCC)OCC triethoxy-silan